1-{4-(4-methoxyphenyl)-2-methyl-5-[5-(4-methylpiperazin-1-yl)-1H-imidazo[4,5-b]pyridin-2-yl]-1H-pyrrol-3-yl}ethan-1-one COC1=CC=C(C=C1)C=1C(=C(NC1C=1NC=2C(=NC(=CC2)N2CCN(CC2)C)N1)C)C(C)=O